3-[(2,5-dichloro-4-ethoxyphenyl)methanesulfonyl]-5,5-dimethyl-4H-1,2-oxazole ClC1=C(C=C(C(=C1)OCC)Cl)CS(=O)(=O)C1=NOC(C1)(C)C